ClC=1C(=NC(=NC1)N1[C@H](CNCC1)C)N1CC(C1)C(=O)N(C)C(C)(C)C1=CN=C2N1C=CC=C2 1-{5-chloro-2-[(2S)-2-methylpiperazin-1-yl]pyrimidin-4-yl}-N-(2-{imidazo[1,2-a]pyridin-3-yl}prop-2-yl)-N-methylazetidine-3-carboxamide